[Au](Cl)(Cl)Cl.C1(=CC=CC=C1)P(C1=CC=CC=C1)C1=CC=CC=C1 (triphenyl-phosphorus) gold chloride